2-fluoro-N-((1-(hydroxymethyl)cyclopropyl)methyl)acetamide FCC(=O)NCC1(CC1)CO